1-(3-((4-carbamoyl-2-methoxy-6-aminophenyl)amino)propyl)-N-phenylpiperidine-4-carboxamide C(N)(=O)C1=CC(=C(C(=C1)N)NCCCN1CCC(CC1)C(=O)NC1=CC=CC=C1)OC